Ethyl (1S,4s)-4-(2-fluoro-5-(((1S,2R,3S,4R)-3-((3-(fluoromethyl)phenyl)carbamoyl)bicyclo[2.2.1]heptan-2-yl)carbamoyl)-4-methoxyphenoxy)cyclohexane-1-carboxylate FC1=C(OC2CCC(CC2)C(=O)OCC)C=C(C(=C1)OC)C(N[C@@H]1[C@H]2CC[C@@H]([C@@H]1C(NC1=CC(=CC=C1)CF)=O)C2)=O